ClC1=CC=C(C=C1)C=1SC=C(N1)C=1C=C(C(=C(C=O)C1)O)F 5-(2-(4-chlorophenyl)thiazol-4-yl)-3-fluoro-2-hydroxybenzaldehyde